ClC1=NC(=NC=C1C(F)(F)F)NC=1C=C2CCN(CC2=CC1OC(F)(F)F)C(C(F)(F)F)=O 1-(6-((4-chloro-5-(trifluoromethyl)pyrimidin-2-yl)amino)-7-(trifluoromethoxy)-3,4-dihydroisoquinolin-2(1H)-yl)-2,2,2-trifluoroethan-1-one